O(C)C1=CC=CC=2C3=CC=CC=C3NC12 methoxyl-carbazole